N-((2S,3S)-2-(3-bromo-2-fluorobenzyl)pyrrolidin-3-yl)methanesulfonamide hydrochloride Cl.BrC=1C(=C(C[C@@H]2NCC[C@@H]2NS(=O)(=O)C)C=CC1)F